ClC1=C(C=C(C=2C3=C(NC12)CCNC(C3)=O)C=C)Cl 7,8-dichloro-10-vinyl-3,4,5,6-tetrahydroazepino[4,5-b]indol-2(1H)-one